C(C=C)(=O)O.C=CC=CCC hexadiene acrylate